ClC1=C2C(=C(NC2=CC=C1F)C(=O)N1CCN(CC1)CCN1CC(C1)F)F (4-chloro-3,5-difluoro-1H-indol-2-yl)(4-(2-(3-fluoroazetidin-1-yl)ethyl)piperazin-1-yl)methanone